5,6-Dichloro-2,3-dihydro-1H-indene-2-carboxylate ClC=1C=C2CC(CC2=CC1Cl)C(=O)[O-]